FC=1C=C2C=NN(C2=CC1C=1C=2C=NN(C2C=C(C1)C)CC(=O)NCC(=O)NCC(=O)O)C [2-(2-{5'-fluoro-1',6-dimethyl-[4,6'-biindazol]-1-yl}acetamido)acetamido]acetic acid